FC1=CC(=C(N)C(=C1)CCC)CCC 4-fluoro-2,6-dipropylaniline